3,5-dibromo-1-[4-(trifluoromethyl)phenyl]pyrazole BrC1=NN(C(=C1)Br)C1=CC=C(C=C1)C(F)(F)F